CC1=C(C=CC(=C1)C)C1=NC(=NC(=N1)C1=C(C=C(C=C1)C)C)C1=C(C=C(C=C1)OCCCCCC(C)C)O 2,4-bis(2,4-dimethylphenyl)-6-(2-hydroxy-4-isooctyloxyphenyl)-1,3,5-triazine